C(\C=C\C)(=O)OC1C(CCC1)C1CCCC1 (2-cyclopentylcyclopentyl) (E)-but-2-enoate